2-(3,3-Difluorocyclobutyl)-5-(4,4,5,5-tetramethyl-1,3,2-dioxaborolan-2-yl)-4-(4-(trifluoromethyl)cyclohexyl)pyridine FC1(CC(C1)C1=NC=C(C(=C1)C1CCC(CC1)C(F)(F)F)B1OC(C(O1)(C)C)(C)C)F